C1C2(CC3=CC(=CC=C13)C1=CC(=NC=C1)C1=CC=CC=C1)C1=CC=CC=C1C=1C=CC=CC12 4-(1',3'-dihydrospiro[fluorene-9,2'-indene]-5'-yl)-2-phenylpyridine